[(6-{[5,7-dihydroxy-2-(4-oxocyclohexa-2,5-dien-1-ylidene)-2H-chromen-3-yl]oxy}-3,4,5-trihydroxyoxan-2-yl)methyl][1-hydroxy-3-(4-hydroxyphenyl)prop-2-en-1-ylidene]oxidanium OC1=C2C=C(C(OC2=CC(=C1)O)=C1C=CC(C=C1)=O)OC1C(C(C(C(O1)C[O+]=C(C=CC1=CC=C(C=C1)O)O)O)O)O